4-(2-methyl-1,3-dioxolan-2-yl)benzaldehyde CC1(OCCO1)C1=CC=C(C=O)C=C1